3-[[5-[3-[4-[3-(dimethylamino)prop-1-ynyl]-2-fluoro-phenoxy]propyl]-4-methoxycarbonyl-thiazol-2-yl]amino]propane-1-sulfonic acid CN(CC#CC1=CC(=C(OCCCC2=C(N=C(S2)NCCCS(=O)(=O)O)C(=O)OC)C=C1)F)C